Tert-butyl (E)-2-(5-chloropyrazine-2-carbonyl)-3-(methylimino)butanoate ClC=1N=CC(=NC1)C(=O)C(C(=O)OC(C)(C)C)/C(/C)=N/C